C[C@]12[C@H]3CC[C@@]4([C@H](CC[C@H]4[C@@H]3CC[C@H]2C[C@@H](CC1)O)C1(OCCC1)C)C (3R,5S,8R,9S,10S,13S,14S,17S)-10,13-dimethyl-17-(2-methyltetrahydrofuran-2-yl)-2,3,4,5,6,7,8,9,11,12,14,15,16,17-tetradecahydro-1H-cyclopenta[a]phenanthren-3-ol